5-methyl[1,1'-biphenyl] CC=1C=CC=C(C1)C1=CC=CC=C1